C1(CCCCC1)N=C(N(CCC)CCC)N(CCC)CCC 2-cyclohexyl-1,1,3,3-tetrapropylguanidine